N[C@@H](CCCN)C(=O)O ORNITHIN